FC1=C(CN2C(N(C(C3=CC=C(C=C23)C(=O)NCC2=C(C=C(C=C2F)F)F)C)C)=O)C=CC(=C1)OC 1-(2-fluoro-4-methoxybenzyl)-3,4-dimethyl-2-oxo-N-(2,4,6-trifluorobenzyl)-1,2,3,4-tetrahydroquinazoline-7-carboxamide